5-bromo-1H-pyrazolo[3,4-b]pyridine BrC=1C=C2C(=NC1)NN=C2